(E)-4-(6-(2-(3-methylbenzylidene)hydrazinyl)-9-(1-(methylsulfonyl)azetidin-3-yl)-9H-purin-2-yl)morpholine CC=1C=C(\C=N\NC2=C3N=CN(C3=NC(=N2)N2CCOCC2)C2CN(C2)S(=O)(=O)C)C=CC1